C1(CCCC1)N1C(C(=CC2=C1N=C(N=C2)NC2=NC=C(C=C2)S(=O)(=O)C)CO)=O 8-Cyclopentyl-6-hydroxymethyl-2-(5-methanesulfonyl-pyridin-2-ylamino)-8H-pyrido[2,3-d]pyrimidin-7-one